ClC1=C(C(=CC=C1Br)Cl)[N+](=O)[O-] 2,6-dichloro-3-bromonitrobenzene